2-methyl-9,10-di(isobutoxy)anthracene CC1=CC2=C(C3=CC=CC=C3C(=C2C=C1)OCC(C)C)OCC(C)C